C(C)NC=O n-ethylcarboxamide